NC1CN(CCC1)C1C(CC(C1)C1=CC=C(C=C1)F)N1N=C(N=C1)C#N 1-(2-(3-amino-1-piperidyl)-4-(4-fluorophenyl)cyclopentyl)-1,2,4-triazole-3-carbonitrile